BrC1=CN(C=2N=CN=C(C21)Cl)[C@@H]2O[C@@H]([C@H]([C@H]2O)O)C=C (2R,3R,4S,5R)-2-(5-bromo-4-chloro-pyrrolo[2,3-d]pyrimidin-7-yl)-5-vinyl-tetrahydrofuran-3,4-diol